5-(4-(5-aminoisoxazol-3-yl)piperidine-1-carbonyl)-2-(trifluoromethyl)benzonitrile NC1=CC(=NO1)C1CCN(CC1)C(=O)C=1C=CC(=C(C#N)C1)C(F)(F)F